tert-butyl 4-[2-chloro-6-(3-hydroxypyrrolidin-1-yl)pyrimidin-4-yl]piperazine-1-carboxylate ClC1=NC(=CC(=N1)N1CCN(CC1)C(=O)OC(C)(C)C)N1CC(CC1)O